cis-benzene C1=CC=CC=C1